O.C(=O)(O)C1=CC=C(C=C1)CCN([C@H]1C=2C=CC(=NC2CCC1)C(=O)O)CCC1=C(C=CC=C1)OCC1=C(C=C(C=C1)C1=CC=C(C=C1)C(F)(F)F)Cl (5R)-5-{[2-(4-carboxyphenyl)ethyl][2-(2-{[3-chloro-4'-(trifluoromethyl)[biphenyl]-4-yl]methoxy}phenyl)ethyl]amino}-5,6,7,8-tetrahydroquinoline-2-carboxylic acid monohydrate